methyl 6-methyl-2-(trifluoromethyl)-5,6-dihydroimidazo[2,1-a]isoquinoline-8-carboxylate CC1CN2C(C3=CC=C(C=C13)C(=O)OC)=NC(=C2)C(F)(F)F